(R)-8-(8-((3-(trifluoromethyl)phenyl)thio)-[1,2,4]triazolo[1,5-c]pyrimidin-5-yl)-8-azaspiro[4.5]decan-1-amine FC(C=1C=C(C=CC1)SC=1C=2N(C(=NC1)N1CCC3(CCC[C@H]3N)CC1)N=CN2)(F)F